5-(2-chlorobenzyl)-6-fluoro-3-(((6-fluoropyridin-2-yl)methyl)amino)-4H-benzo[e][1,2,4]thiadiazine 1,1-dioxide ClC1=C(CC2=C(C=CC3=C2NC(=NS3(=O)=O)NCC3=NC(=CC=C3)F)F)C=CC=C1